C1OCC12[C@H](CC2)N2C1CN(CC2CC1)C=1C=2N(N=CC1)C=C(C2)C=2C=NN(C2)C 4-(8-((S)-2-oxaspiro[3.3]hept-5-yl)-3,8-diazabicyclo[3.2.1]oct-3-yl)-6-(1-methyl-1H-pyrazol-4-yl)pyrrolo[1,2-b]pyridazine